C1(CC1)C1=NC=NC(=C1C=1N=CC2=C(N1)C(=CN2)C2(CC2)C2=CC=C(C=C2)C=2N(C=C(N2)C(F)(F)F)C)OC 2-(4-cyclopropyl-6-methoxypyrimidin-5-yl)-7-(1-(4-(1-methyl-4-(trifluoromethyl)-1H-imidazol-2-yl)phenyl)cyclopropyl)-5H-pyrrolo[3,2-d]pyrimidine